3-oxo-2H-1,4-benzoxazine-7-carboxamide O=C1COC2=C(N1)C=CC(=C2)C(=O)N